N-(Acetoxymethoxycarbonyl)-(-)-N-ethyl-3-phenylbicyclo[2.2.1]heptan-2-amine C(C)(=O)OCOC(=O)N(C1C2CCC(C1C1=CC=CC=C1)C2)CC